COC1=NC=CC(=C1)C1=C(C=2CCC2C=C1)NC(=O)N=[S@@](=O)(N)C=1C=NN2C1OCC(C2)(C)C (S)-N'-((3-(2-methoxypyridin-4-yl)bicyclo[4.2.0]octa-1(6),2,4-trien-2-yl)carbamoyl)-6,6-dimethyl-6,7-dihydro-5H-pyrazolo[5,1-b][1,3]oxazine-3-sulfonimidamide